1-(bis(2-((4-(decanoyloxy)-3-((decanoyloxy)methyl)butanoyl)oxy)ethyl)carbamoyl)-3-methyl-1H-imidazol-3-ium C(CCCCCCCCC)(=O)OCC(CC(=O)OCCN(C(=O)N1C=[N+](C=C1)C)CCOC(CC(COC(CCCCCCCCC)=O)COC(CCCCCCCCC)=O)=O)COC(CCCCCCCCC)=O